NC=1C(=NC=C(N1)N1CCC(CC1)(C)N)SC=1C(=C(C=CC1)N1CCN(CC1)CC=1C(=C2CN(C(C2=CC1)=O)C1C(NC(CC1)=O)=O)F)Cl 3-(5-((4-(3-((3-amino-5-(4-amino-4-methylpiperidin-1-yl)pyrazin-2-yl)thio)-2-chlorophenyl)piperazin-1-yl)methyl)-4-fluoro-1-oxoisoindolin-2-yl)piperidine-2,6-dione